BrC1=CN(C2=NC(=CC=C21)Cl)C(=O)OC(C)(C)C tert-butyl 3-bromo-6-chloro-1H-pyrrolo[2,3-b]pyridine-1-carboxylate